FC(C1=CC2=C(SC(=C2)C(N[C@H]2CCNC[C@@H]3N(C2=O)[C@@H](CC3)C(=O)N3CC(C3)C=3C=NC=CC3)=O)C=C1)(F)P(O)(O)=O (difluoro(2-(((5S,8S,10aR)-6-oxo-8-(3-(pyridin-3-yl)azetidine-1-carbonyl)decahydropyrrolo[1,2-a][1,4]diazocin-5-yl)carbamoyl)benzo[b]thiophen-5-yl)methyl)phosphonic acid